CC([O-])C.C[Al+]C dimethyl-aluminum iso-propoxide